3-(2,6-dichloro-4-(2,4-difluorophenyl)pyridin-3-yl)-3-hydroxy-2,2-dimethylpropionic acid ClC1=NC(=CC(=C1C(C(C(=O)O)(C)C)O)C1=C(C=C(C=C1)F)F)Cl